FC(CO)(F)C1=CC(=CC(=N1)N1CC2(C=3C=NC(=CC31)NC(C)=O)CC2)C N-(1'-(6-(1,1-Difluoro-2-hydroxyethyl)-4-methylpyridin-2-yl)-1',2'-dihydrospiro[cyclopropane-1,3'-pyrrolo[3,2-c]pyridin]-6'-yl)acetamide